O=CCCNC(OC(C(CNC(CCOCCOCCOCCOCCN=[N+]=[N-])=O)(C)C)CS(=O)(=O)C1=CC=CC=C1)=O 1-Azido-18,18-dimethyl-20-phenylsulfonyl-15-oxo-3,6,9,12-tetraoxa-16-azaicosan-19-yl (3-oxopropyl)carbamate